2-bromo-N-(2-methyl-5-(2-(piperidin-1-yl)acetamido)pyridin-3-yl)pyrazolo[5,1-b]thiazole-7-carboxamide BrC1=CN2C(S1)=C(C=N2)C(=O)NC=2C(=NC=C(C2)NC(CN2CCCCC2)=O)C